N2-[2-cyclopropoxy-4-(1-methyl-piperidin-4-yl)-5-methyl-phenyl]-N4-[1-methyl-3-(isopropylsulfonyl)-1H-pyrazol-4-yl]-5-(cyano)pyrimidin-2,4-diamine C1(CC1)OC1=C(C=C(C(=C1)C1CCN(CC1)C)C)NC1=NC=C(C(=N1)NC=1C(=NN(C1)C)S(=O)(=O)C(C)C)C#N